C(C)OC(=O)C=1C2=C(N=NC1C=1C=NN(C1)CC13CC4CC(CC(C1)C4)C3)N(C=C2)C=2C=NC(=C(C2)F)NC2=NC=CC=C2 3-(1-(adamantan-1-ylmethyl)-1H-pyrazol-4-yl)-7-(5-fluoro-6-(pyridin-2-ylamino)pyridin-3-yl)-7H-pyrrolo[2,3-c]pyridazine-4-carboxylic acid ethyl ester